CC=1C=C(N)C=C(C1)N1N=CC=C1 3-methyl-5-(1H-pyrazol-1-yl)aniline